2-(4-(4-((tert-butyldimethylsilyloxy)methyl)piperidin-1-yl)benzoyl)-N-methylhydrazinecarboxamide [Si](C)(C)(C(C)(C)C)OCC1CCN(CC1)C1=CC=C(C(=O)NNC(=O)NC)C=C1